COC(=O)[C@H]1N(C[C@@H](C1)N=[N+]=[N-])C(C1=CC=CC=C1)(C1=CC=CC=C1)C1=CC=CC=C1 (2s,4r)-4-azido-1-tritylpyrrolidine-2-carboxylic acid methyl ester